6-(2,4-dioxo-1,2,3,4-tetrahydropyrimidin-5-yl)-4-(2-(4-fluorophenyl)cyclopropyl)pyridazine-3-carbonitrile O=C1NC=C(C(N1)=O)C1=CC(=C(N=N1)C#N)C1C(C1)C1=CC=C(C=C1)F